CC1=CC(=CC=C1)\C=C\C=C\C1=CC=CC=C1 1-methyl-3-((1E,3E)-4-phenylbuta-1,3-dien-1-yl)benzene